C(C)OCCCNCCCN1CCCC1 N-(3-ethoxypropyl)-3-(pyrrolidinyl)propan-1-amine